C(=O)O.C(C)(C)(C)C1=NOC(=N1)C(=O)N[C@H](C)C1=C(C=C(C=C1)C1=NC=NC=2NC3=CC(=CC=C3C21)C2CNCC2)C 3-(tert-butyl)-N-((1R)-1-(2-methyl-4-(7-(pyrrolidin-3-yl)-9H-pyrimido[4,5-b]indol-4-yl)phenyl)ethyl)-1,2,4-oxadiazole-5-carboxamide formate